FC=1C=C(C=CC1)N1CC(C(CC1)=O)C(=O)OCC ethyl 1-(3-fluorophenyl)-4-oxopiperidine-3-carboxylate